2,6-bis-(2-hydroxy-5'-methylbenzyl)-p-cresol OC1=C(CC2=CC(=CC(=C2O)CC2=C(C=CC(=C2)C)O)C)C=C(C=C1)C